C(C1=CC=CC=C1)Cl.CN(C1=CC=NC=C1)C 4-(dimethylamino)pyridine benzyl chloride salt